O=C(CCCC(=O)N)C(=O)NC1=CN=CS1 5-oxo-N6-(thiazol-5-yl)hexanediamide